5,12-dihydro-tetracene C1=CC=CC=2CC3=CC4=CC=CC=C4C=C3CC12